5-(4-((3-ethyl-1-(4-methoxybenzyl)-2-oxo-2,3-dihydro-1H-pyrimido[4,5,6-de]quinazolin-8-yl)methyl)piperazin-1-yl)-N-methyl-6-(trifluoromethyl)pyridine C(C)N1C(N(C2=CC(=CC=3C2=C1N=CN3)CN3CCN(CC3)C=3C=CCN(C3C(F)(F)F)C)CC3=CC=C(C=C3)OC)=O